3-Oxo-1-piperazinecarboxylic acid tert-butyl ester C(C)(C)(C)OC(=O)N1CC(NCC1)=O